C12(CC3CC(CC(C1)C3)C2)NCC2=CC=C(C=C2)CCCSC2=C3CN(C(C3=CC=C2)=O)C2C(NC(CC2)=O)=O 3-(4-((3-(4-(((adamantan-1-yl)amino)methyl)phenyl)propyl)thio)-1-oxoisoindolin-2-yl)piperidine-2,6-dione